IC=1C=C(C=C(C1)OC1=C(C=CC=C1)C1=CC=CC=C1)OC1=C(C=CC=C1)C1=CC=CC=C1 3'-((5-iodo-1,3-phenylene)bis(oxy))-bis-1,1'-biphenyl